FC=1C=C(C=CC1F)NCC(=O)C1=CC=C(C=C1)C1=NOC(=N1)C(F)(F)F 2-((3,4-difluorophenyl)amino)-1-(4-(5-(trifluoromethyl)-1,2,4-oxadiazol-3-yl)phenyl)ethan-1-one